BrC1=CC=C(C=C1)[C@@]12[C@@H](C3=C(C=NC=C3OC)O1)[C@@H]([C@H]([C@H]2C2=CC=CC=C2)CO)CNC2COC2 |r| Rac-(4bR,5R,6R,7S,7aR)-7a-(4-bromophenyl)-6-(hydroxymethyl)-4-methoxy-5-((oxetan-3-ylamino)methyl)-7-phenyl-5,6,7,7a-tetrahydro-4bH-cyclopenta[4,5]furo[2,3-c]pyridin